[Ti].C1(=CC=CC=C1)P(O)(=O)C1=CC=CC=C1 (diphenylphosphinic acid) titanium